CN1N=CC=C1C1OC(C=N1)=O 2-(2-methylpyrazol-3-yl)oxazol-5-one